6,8,10,12,14-pentamethylhexadeca-2,8,10,12-tetraenal CC(CCC=CC=O)CC(=CC(=CC(=CC(CC)C)C)C)C